(1s,4s)-4-((5-(1-(Difluoromethyl)-1H-pyrazol-3-yl)-2-((2-(1-methyl-1H-pyrazol-4-yl)pyrimidin-4-yl)amino)pyridin-4-yl)amino)-1-methylcyclohexan-1-ol FC(N1N=C(C=C1)C=1C(=CC(=NC1)NC1=NC(=NC=C1)C=1C=NN(C1)C)NC1CCC(CC1)(O)C)F